methyl 6-(3,3-difluoro-2-methylazetidin-1-yl)quinoline-4-carboxylate FC1(C(N(C1)C=1C=C2C(=CC=NC2=CC1)C(=O)OC)C)F